[6-(3-cyclopropyl-1,2,4-triazol-1-yl)-2-azaspiro[3.3]heptan-2-yl]-[3-[1-[1-(trifluoromethyl)cyclopropyl]triazol-4-yl]azetidin-1-yl]methanone C1(CC1)C1=NN(C=N1)C1CC2(CN(C2)C(=O)N2CC(C2)C=2N=NN(C2)C2(CC2)C(F)(F)F)C1